C(C1=CC=CC=C1)(=O)N(O)C1=CC=CC=C1 N-Benzoyl-Phenylhydroxylamine